5-ethyl-N-(pyridin-2-ylmethyl)-5H-[1,2,4]triazino[5,6-b]indol-3-amine C(C)N1C2=C(C=3C=CC=CC13)N=NC(=N2)NCC2=NC=CC=C2